N-((1S,5R,7S)-2-oxabicyclo[3.2.0]heptan-7-yl)-6-((1-(1-methyl-1H-pyrazol-3-yl)-2-oxo-1,2-dihydropyridin-3-yl)amino)-8-(methylamino)imidazo[1,2-b]pyridazine-3-carboxamide [C@@H]12OCC[C@H]2C[C@@H]1NC(=O)C1=CN=C2N1N=C(C=C2NC)NC=2C(N(C=CC2)C2=NN(C=C2)C)=O